1,3-dihydroxy-2-(hydroxymethyl)propane-2-amine OCC(CO)(N)CO